2-(6-(((1R,3s,5S)-1,5-dimethyl-8-azabicyclo[3.2.1]octan-3-yl)oxy)pyridazin-3-yl)-5-(1H-imidazol-1-yl)phenol C[C@]12CC(C[C@](CC1)(N2)C)OC2=CC=C(N=N2)C2=C(C=C(C=C2)N2C=NC=C2)O